3-[(3R)-4,4-difluorotetrahydrofuran-3-yl]-1-methyl-1-[[3-[[(3S)-tetrahydrofuran-3-yl]methyl]-4-pyridyl]methyl]urea FC1([C@@H](COC1)NC(N(CC1=C(C=NC=C1)C[C@@H]1COCC1)C)=O)F